ClC1=CC2=C(N(C(C(N2C)=O)=O)C2CCN(CC2)C2=NC=CC(=N2)CN(C)C)N=C1 7-chloro-4-(1-(4-((dimethylamino)methyl)pyrimidin-2-yl)piperidin-4-yl)-1-methyl-1,4-dihydropyrido[2,3-b]pyrazine-2,3-dione